8-[(2E)-3,7-dimethyl-2,6-octadienyl]-3,5,7-trihydroxy-4H-chromen-4-one C\C(=C/CC=1C(=CC(=C2C(C(=COC12)O)=O)O)O)\CCC=C(C)C